2-((1H-pyrrolo[2,3-b]pyridin-5-yl)oxy)-4-(4-(2,3-dihydro-1H-inden-1-yl)piperazin-1-yl)-N-((3-nitro-4-(((tetrahydro-2H-pyran-4-yl)methyl)amino)phenyl)sulfonyl)benzamide N1C=CC=2C1=NC=C(C2)OC2=C(C(=O)NS(=O)(=O)C1=CC(=C(C=C1)NCC1CCOCC1)[N+](=O)[O-])C=CC(=C2)N2CCN(CC2)C2CCC1=CC=CC=C21